5-(Pyridin-4-yl)-2-[3-(2,2,6,6-tetramethylpiperidin-4-yl)-3H-[1,2,3]triazolo[4,5-c]pyridazin-6-yl]phenol-Dihydrochlorid Cl.Cl.N1=CC=C(C=C1)C=1C=CC(=C(C1)O)C1=CC2=C(N=N1)N(N=N2)C2CC(NC(C2)(C)C)(C)C